ethyleneglycol monopentyl ether C(CCCC)OCCO